C(C1=CC=CC=C1)OCCCCCCC(C(=O)OCC)(C)C ethyl 8-(benzyloxy)-2,2-dimethyloctanoate